5-(3-ethyl-2-methyl-3H-imidazo[4,5-b]pyridin-5-yl)-N-(2-methoxyethyl)pyrrolo[2,1-f][1,2,4]triazin-2-amine C(C)N1C(=NC=2C1=NC(=CC2)C=2C=CN1N=C(N=CC12)NCCOC)C